N-(3-cyano-4-fluorobenzyl)-2,2-dimethylpropionamide C(#N)C=1C=C(CNC(C(C)(C)C)=O)C=CC1F